(3-fluoropyrrolidin-3-yl)ethanol FC1(CNCC1)C(C)O